ClC=1C=C(NC2(CCC3(C(CC4=CC=CC=C34)C[C@H](COC3=C(C=NC=C3)CC)C)CC2)C(=O)O)C=CC1 4-(3-Chloroanilino)-2'-{(2R)-3-[(3-ethylpyridin-4-yl)oxy]-2-methylpropyl}-2',3'-dihydro-spiro[cyclohexane-1,1'-indene]-4-carboxylic acid